o-nitrobenzyl tosylate S(=O)(=O)(OCC1=C(C=CC=C1)[N+](=O)[O-])C1=CC=C(C)C=C1